N1=CN=C2N=CNC2=C1[NH2+]CC(=O)[O-] 2-(7H-purin-6-ylazaniumyl)acetate